tert-butyl(1-((14-((2-(2,6-dioxopiperidin-3-yl)-1,3-dioxoisoindolin-4-yl)amino)tetradecyl)sulfonyl)piperidin-4-yl)carbamate C(C)(C)(C)OC(NC1CCN(CC1)S(=O)(=O)CCCCCCCCCCCCCCNC1=C2C(N(C(C2=CC=C1)=O)C1C(NC(CC1)=O)=O)=O)=O